N[C@H](C(=O)N(C)[C@@]1(CN(CCC1)C(=O)OC(C)(C)C)CC1=CC=C(C=C1)Cl)CO (R)-tert-Butyl 3-((S)-2-amino-3-hydroxy-N-methylpropanamido)-3-(4-chlorobenzyl)piperidine-1-carboxylate